ethyl 2-((2-((tert-butoxycarbonyl)amino)ethyl)((6-phenylpyridazin-3-yl)methyl)amino)-2-oxoacetate Ethyl-2-chloro-2-oxoacetate C(C)OC(C(=O)Cl)=O.C(C)(C)(C)OC(=O)NCCN(C(C(=O)OCC)=O)CC=1N=NC(=CC1)C1=CC=CC=C1